O.C(C)(=O)[O-].[Cu+2].C(C)(=O)[O-] copper(II) acetate Monohydrate